(S)-ethyl 2-((2R,3S)-2,3-bis(4-chlorophenyl)-5-oxomorpholino)pentanoate ClC1=CC=C(C=C1)[C@H]1OCC(N([C@H]1C1=CC=C(C=C1)Cl)[C@H](C(=O)OCC)CCC)=O